(S)-1-((S)-4-((S)-4-Acryloyl-3-(cyanomethyl)piperazin-1-yl)-7-(3,4-dihydroquinolin-1(2H)-yl)-5,6,7,8-tetrahydroquinazolin-2-yl)-N,N-dimethylpyrrolidine-2-carboxamide C(C=C)(=O)N1[C@H](CN(CC1)C1=NC(=NC=2C[C@H](CCC12)N1CCCC2=CC=CC=C12)N1[C@@H](CCC1)C(=O)N(C)C)CC#N